ClC=1C=C(C=2N(N1)C=NN2)N2CC1(CC1)C(C2)(F)F 6-chloro-8-(7,7-difluoro-5-azaspiro[2.4]heptan-5-yl)-[1,2,4]triazolo[4,3-b]pyridazine